Cl.Cl.N[C@H](CNC(CC1=CNC2=CC=C(C=C12)C1=CC=C(C=C1)F)=O)CCCN (S)-N-(2,5-diaminopentyl)-2-(5-(4-fluorophenyl)-1H-indol-3-yl)acetamide dihydrochloride